C(=O)C1=C(C=C(C=C1OC)N1CCC2=C(C=CC=C12)C=1C(=C(C=CC1)C=1SC2CN(CCC2N1)C(=O)OC(C)(C)C)C)OC tert-butyl 2-(3-(1-(4-formyl-3,5-dimethoxyphenyl)indolin-4-yl)-2-methylphenyl)-3a,6,7,7a-tetrahydrothiazolo[5,4-c]pyridine-5(4H)-carboxylate